COC1=CCCC1 methoxycyclopent-1-ene